3,5-dichloro-4-fluoro-phenyl 3-[4-(2-aminothiazol-4-yl)-1H-1,2,3-triazol-1-yl]-3-deoxy-1-thio-α-D-galactopyranoside NC=1SC=C(N1)C=1N=NN(C1)[C@@H]1[C@H]([C@@H](SC2=CC(=C(C(=C2)Cl)F)Cl)O[C@@H]([C@@H]1O)CO)O